tert-Butyl [(2-chloro-5-{1-[2-chloro-4-(1,1,1,2,3,3,3-heptafluoropropan-2-yl)-6-(trifluoromethoxy)phenyl]-1H-pyrazol-4-yl}benzoyl)(1-cyanocyclopropyl)amino]methyl pentanedioate C(CCCC(=O)OCN(C1(CC1)C#N)C(C1=C(C=CC(=C1)C=1C=NN(C1)C1=C(C=C(C=C1OC(F)(F)F)C(C(F)(F)F)(C(F)(F)F)F)Cl)Cl)=O)(=O)OC(C)(C)C